1,3,4-oxadiazole-2-sulfonyl chloride O1C(=NN=C1)S(=O)(=O)Cl